ClC=1C=NC(=NC1)C#CC=1C=C(OC2=C(N=NN2)C(=O)O)C=CC1OC 5-(3-((5-chloropyrimidin-2-yl)ethynyl)-4-methoxyphenoxy)-1H-1,2,3-triazole-4-carboxylic acid